4-(2-ethoxyethoxy)benzaldehyde C(C)OCCOC1=CC=C(C=O)C=C1